C(C)[C@]1(C(OCC=2C(N3CC=4C(=NC=5C=C(C(=CC5C4CN4CCOCC4)OC)F)C3=CC21)=O)=O)O (S)-4-ethyl-8-fluoro-4-hydroxy-9-methoxy-11-(morpholinomethyl)-1,12-dihydro-14H-pyrano[3',4':6,7]indolizino[1,2-b]quinoline-3,14(4H)-dione